ClC=1C=CC(=C(C1)C1=CC(=C(N=N1)C)NC1=CC(=NC=C1)NC(CN1CCN(CCC1)C)=O)F N-(4-{[6-(5-Chloro-2-Fluorophenyl)-3-Methylpyridazin-4-yl]Amino}Pyridin-2-yl)-2-(4-Methyl-1,4-Diazepan-1-yl)Acetamid